FC1CC(C1)(C1=NC=CC=C1F)CNC1=NC=C(C(=N1)NC)C1=CC=CC=C1 {[3-fluoro-1-(3-fluoro(2-pyridyl))cyclobutyl]methyl}[4-(methylamino)-5-phenylpyrimidin-2-yl]amine